N[C@@H](CNC1=NC(=C2C(=N1)N(N=C2)C)NCC2=CC(=C(C=C2)C)Cl)CC 6-N-[(2R)-2-aminobutyl]-4-N-[(3-chloro-4-methylphenyl)methyl]-1-methylpyrazolo[3,4-d]pyrimidine-4,6-diamine